NC=1C=C(C=C(C1)C(F)(F)F)[C@@H](C)NC=1C2=C(N=C(N1)C)NC(C(=C2)C=2CCNCC2)=O 4-[[(1R)-1-[3-amino-5-(trifluoromethyl)phenyl]ethyl]amino]-2-methyl-6-(1,2,3,6-tetrahydropyridin-4-yl)-8H-pyrido[2,3-d]pyrimidin-7-one